N-(6-methyl-5-nitropyridin-3-yl)azetidine-3-carboxamide CC1=C(C=C(C=N1)NC(=O)C1CNC1)[N+](=O)[O-]